C(C)(C)(C)OC(NCC1=NC=C(C=C1)C1=C(C=CC=C1Cl)Cl)=O ((5-(2,6-dichlorophenyl)pyridin-2-yl)methyl)carbamic acid tert-butyl ester